[Si](C)(C)(C(C)(C)C)OCC[C@@H]1N(S(OC1)(=O)=O)C(=O)OC(C)(C)C tert-butyl (S)-4-(2-((tert-butyldimethylsilyl) oxy) ethyl)-1,2,3-oxathiazolidine-3-carboxylate 2,2-dioxide